NC(CCO)(CCO)CCO 3-amino-3-(2-hydroxyethyl)-1,5-pentanediol